FC=1C(=CC=C2N=C3C(C4=C(C(C3=NC12)=O)N=CC=C4)=O)N4CCN(CC4)C 10-Fluoro-9-(4-methylpiperazin-1-yl)pyrido[2,3-b]phenazin-5,12-dion